ClC=1C=NC(=NC1)NC=1C(=NC(=CC1)N1CC(CC1)N(C)C)OC 5-chloro-2-((6-(3-(dimethylamino)pyrrolidin-1-yl)-2-methoxypyridin-3-yl)amino)pyrimidin